FC(OC=1C=C(C=C2C(=NNC12)C1=C(C(=O)N)C=CC(=C1)F)CCC)F (7-(difluoromethoxy)-5-propyl-1H-indazol-3-yl)-4-fluorobenzamide